C(CC)C1C(C2C=CC1C2)C=O 3-Propyl-bicyclo[2.2.1]-Hept-5-en-2-carbaldehyd